(S)-glyceryl linoleate C(CCCCCCC\C=C/C\C=C/CCCCC)(=O)OC[C@@H](O)CO